ClC1=C2C(=NC(=C1)N([C@H](C(C)(C)C)C)C)N(C=N2)C (7-Chloro-3-methyl-3H-imidazo[4,5-b]pyridin-5-yl)-methyl-((S)-1,2,2-trimethyl-propyl)-amine